C1(=CC(=CC=C1)CC1N(CC2(CC2)C1NS(=O)(=O)CC)C(C(C)C)=O)C1=CC=CC=C1 N-(6-([1,1'-biphenyl]-3-ylmethyl)-5-isobutyryl-5-azaspiro[2.4]heptan-7-yl)ethanesulfonamide